2-[2-(1-pyrrolidinyl)propoxy]ethyl-N-methyl-N-isopropyl-amine N1(CCCC1)C(COCCN(C(C)C)C)C